NCCC1=COC2=C1C=C(C=C2)C[C@H](C(=O)OC(C)(C)C)[C@@H]2CN(CC2)C(=O)OC(C)(C)C Tert-butyl (R)-3-((S)-3-(3-(2-aminoethyl)benzofuran-5-yl)-1-(tert-butoxy)-1-oxopropan-2-yl)pyrrolidine-1-carboxylate